N(=NC(C#N)(C)CO)C(C#N)(C)CO 2,2'-azobis[2-(hydroxymethyl)propionitrile]